FC1=C(C=CC(=C1)F)C1=CC=C(C=C1)[C@H](CC(=O)OCC)NC(=O)NC=1C(N(C(=CC1O)C)C)=O ethyl (S)-3-(2',4'-difluorobiphenyl-4-yl)-3-(3-(4-hydroxy-1,6-dimethyl-2-oxo-1,2-dihydropyridin-3-yl)ureido)propanoate